ClC1=CC=C2NC(C(N(C2=C1)C1=NC=CN=C1C)=O)=O 7-Chloro-1-(3-methylpyrazin-2-yl)-1,4-dihydroquinoxaline-2,3-dione